ClC=1C2=C(N=CN1)N(C=C2)C(OCC)OCC 4-Chloro-7-(diethoxymethyl)-7H-pyrrolo[2,3-d]pyrimidine